S(=O)(=O)(O)C=1C(=CC2=CC(=CC=C2C1)S(=O)(=O)O)C(=O)O 3,7-disulfo-2-naphthoic acid